silicon-germanium-boron [B].[Ge].[Si]